C1=C(C=CC2=CC=CC=C12)C1=CC=C(C=C1)NC1=CC=CC=C1 {4-(Naphthalen-2-yl)phenyl}-phenylamine